6-(6-methoxy-1H-indazol-5-yl)-3-(2,2,6,6-tetramethylpiperidin-4-yl)-3H-[1,2,3]triazolo[4,5-c]pyridazine trifluoroacetic acid salt FC(C(=O)O)(F)F.COC1=C(C=C2C=NNC2=C1)C1=CC2=C(N=N1)N(N=N2)C2CC(NC(C2)(C)C)(C)C